COC1=C(C(=C(C(=C1)C)OC)OC)OC 1,2,3,4-tetramethoxy-5-methylbenzene